1-((3a'S,4'R,6'R,6a'R)-4'-(((tert-butyldiphenylsilyl)oxy)methyl)-4'-ethynyltetrahydrospiro[cyclopentane-1,2'-furo[3,4-d][1,3]dioxol]-6'-yl)-4,6-dichloro-1H-pyrazolo[3,4-b]pyridine [Si](C1=CC=CC=C1)(C1=CC=CC=C1)(C(C)(C)C)OC[C@]1(O[C@H]([C@@H]2OC3(O[C@@H]21)CCCC3)N3N=CC=2C3=NC(=CC2Cl)Cl)C#C